CNC1=NC(=NC(=C1)C)NC=1C(=C(C2=C(CCO2)C1)C=1CC[C@@H](NCC1)C)C |o1:22| N4,6-dimethyl-N2-[6-methyl-7-[rel-(2S)-2-methyl-2,3,4,7-tetrahydro-1H-azepin-5-yl]-2,3-dihydrobenzofuran-5-yl]pyrimidine-2,4-diamine